4-amino-5-chloro-N-(1-(6-oxo-6-((4-oxo-4-(((2S,3R,4R,5R)-2,3,4,5,6-pentahydroxyhexyl)amino)butyl)amino)hexyl)piperidin-4-yl)-2,3-dihydrobenzofuran-7-carboxamide NC1=C(C=C(C2=C1CCO2)C(=O)NC2CCN(CC2)CCCCCC(NCCCC(NC[C@@H]([C@H]([C@@H]([C@@H](CO)O)O)O)O)=O)=O)Cl